4-(2-{[(2R,7aS)-2-fluoro-hexahydropyrrolizin-7a-yl]methoxy}-8-fluoro-5-(2-methylpyrazolidin-1-yl)pyrido[4,3-d]pyrimidin-7-yl)-6-fluoro-5-[2-(triisopropylsilyl)ethynyl]naphthalen-2-ol F[C@@H]1C[C@@]2(CCCN2C1)COC=1N=CC2=C(N1)C(=C(N=C2N2N(CCC2)C)C2=CC(=CC1=CC=C(C(=C21)C#C[Si](C(C)C)(C(C)C)C(C)C)F)O)F